3-(isocyanatomethyl)benzamide N(=C=O)CC=1C=C(C(=O)N)C=CC1